(Z)-2-((S)-1-((S)-1-(2-fluorophenyl)-2-methoxy-2-oxoethyl)-4-((2-(3-methoxyphenyl)-2-oxoethyl)thio)piperidin-3-ylidene)acetic acid FC1=C(C=CC=C1)[C@@H](C(=O)OC)N1C/C(/[C@H](CC1)SCC(=O)C1=CC(=CC=C1)OC)=C/C(=O)O